NC1=C2N=C(N(C2=NC=N1)CCCNS(=O)(=O)C1CC1)SC1=CC2=C(OCO2)C=C1C1=NNC=C1 Cyclopropanesulfonic acid (3-{6-amino-8-[6-(1H-pyrazol-3-yl)-benzo[1,3]dioxol-5-ylsulfanyl]-purin-9-yl}-propyl)-amide